N-(3-bromophenyl)-[1,1'-biphenyl]-2-amine BrC=1C=C(C=CC1)NC=1C(=CC=CC1)C1=CC=CC=C1